2-{[(2S)-1,4-dioxan-2-yl]methyl}-4,8-dimethyl-4,5-dihydro-2H-furo[2,3-g]indazole-7-carboxylate O1[C@H](COCC1)CN1N=C2C3=C(CC(C2=C1)C)OC(=C3C)C(=O)[O-]